COC1=C(C(=O)C(C(CC(C)(C)C)C)P(C(C(CC(C)(C)C)C)C(C2=C(C=CC=C2OC)OC)=O)=O)C(=CC=C1)OC bis(2,6-dimethoxybenzoyl-2,4,4-trimethylpentyl)phosphine oxide